NC1=NC=CC=C1C1=NC=2C(=NC(=CC2)N2CC(NCCC2)=O)N1C1=CC=C(C=C1)CCl 4-(2-(2-Aminopyridin-3-yl)-3-(4-(chloromethyl)phenyl)-3H-imidazo[4,5-b]pyridin-5-yl)-1,4-diazepan-2-one